(S)-N-(1-(2-fluoro-5-(4-isopropyl-5-(8-methyl-[1,2,4]triazolo[1,5-a]pyridin-6-yl)-1H-pyrazol-3-yl)phenyl)ethyl)propan-2-amine FC1=C(C=C(C=C1)C1=NNC(=C1C(C)C)C=1C=C(C=2N(C1)N=CN2)C)[C@H](C)NC(C)C